7-hydroxy-8-(3-methyl-6-(prop-1-en-2-yl)cyclohex-2-en-1-yl)-5-pentyl-2-phenyl-4H-benzo[d][1,3]dioxin-4-one OC=1C=C(C2=C(OC(OC2=O)C2=CC=CC=C2)C1C1C=C(CCC1C(=C)C)C)CCCCC